4,4'-dichloro-5,5'-diaminobiphenyl ClC1=CC=C(C=C1N)C1=CC=C(C(=C1)N)Cl